tert-butyl 9-(2-aminoethyl)-3,9-diazaspiro[5.5]undecan-3-carboxylate NCCN1CCC2(CCN(CC2)C(=O)OC(C)(C)C)CC1